ON=C1C=C(C(C2=CC=CC=C12)=O)N[C@@H](C(=O)NC1=C(C=CC=C1)OC)CC1=CC=CC=C1 (R)-2-((4-(hydroxyimino)-1-oxo-1,4-dihydronaphthalen-2-yl)amino)-3-phenyl-N-(2-methoxyphenyl)-propionamide